C[C@]12C[C@@H]([C@H]3[C@H]([C@@H]1CC[C@@]2(C(=O)CO)O)C[C@@H](C4=CC(=O)C=C[C@]34C)F)O 6α-fluoro-11β,17α,21-trihydroxypregna-1,4-diene-3,20-dione